ClC=1C=C(CN2N=NC(=C2)C2=CC=C(C=C2)NC=2C(N(C(C2)=O)C2C(NC(CC2)=O)=O)=O)C=CC1C(F)(F)F 3-(3-((4-(1-(3-Chloro-4-(trifluoromethyl)benzyl)-1H-1,2,3-triazol-4-yl)phenyl)amino)-2,5-dioxo-2,5-dihydro-1H-pyrrol-1-yl)piperidine-2,6-dione